2,5-dimethylimidazo[1,2-a]pyridine-3-carboxylic acid CC=1N=C2N(C(=CC=C2)C)C1C(=O)O